C(C)(=O)N[C@H](COCC1=CC=CC=C1)C(=O)NC1CCC(CC1)NC(=O)C1=CC2=CC=C(C=C2C=C1)O N-(4-(N-acetyl-O-benzyl-D-seryl)aminocyclohexyl)-6-hydroxy-beta-naphthamide